4-(4-fluorobenzyl)-N-hydroxy-3-oxo-3,4-dihydro-2H-benzo[b][1,4]oxazine-6-carboxamide FC1=CC=C(CN2C3=C(OCC2=O)C=CC(=C3)C(=O)NO)C=C1